C(C)(C)(C)NS(=O)(=O)C1=NC(=CC=C1N[C@H](C)C=1C=C(C=C2C(C(=C(OC12)C1=CC(N(C=C1)C)=O)C)=O)C)Cl N-tert-Butyl-6-chloro-3-[[(1R)-1-[3,6-dimethyl-2-(1-methyl-2-oxo-4-pyridyl)-4-oxo-chromen-8-yl]ethyl]amino]pyridine-2-sulfonamide